1'-[(difluoromethylene)bis(oxy)]-bis(2,2,2-trifluoroethane) FC(OCC(F)(F)F)(OCC(F)(F)F)F